Hexan-1,3-diol C(CC(CCC)O)O